OC1=CCN(C2=C(C=CC(=C12)O)CC)S(=O)(=O)O 4,5-dihydroxy-8-ethyl-1-quinolinesulfonic acid